C1(CC1)C=1C=C(C=C(C1)CN1C[C@H](N[C@H](C1)C)C)NC1=NC=C(C(=N1)C1=CNC2=CC(=CC=C12)C)C(F)(F)F N-(3-cyclopropyl-5-(((3R,5S)-3,5-dimethylpiperazin-1-yl)methyl)phenyl)-4-(6-methyl-1H-indol-3-yl)-5-(trifluoromethyl)pyrimidin-2-amine